3-isopropyl-4-(methoxymethyl)-6-(pyridin-4-ylmethoxy)-9H-pyrido[3,4-b]indole-3,9-dicarboxylate C(C)(C)C1(C(=C2C(N(C3=CC=C(C=C23)OCC2=CC=NC=C2)C(=O)[O-])=CN1)COC)C(=O)[O-]